NCCCN(CC=1OC=CC1)CCCN N,N-bis(3-aminopropyl)-2-furanmethanamine